FC(C=1C=C(C=CC1OCCCCC1=CC=C(C=C1)C(F)(F)F)C1=NOC(=N1)[C@H]1N(CCC1)C(=O)OC(C)(C)C)(F)F tert-butyl (S)-2-(3-(3-(trifluoromethyl)-4-(4-(4-(trifluoromethyl)phenyl)butoxy)phenyl)-1,2,4-oxadiazol-5-yl)pyrrolidine-1-carboxylate